[C@@H]1(C[C@H](O)[C@H](O1)CO)N1C(CC[C@@H](CC1)O)=O 1-[2-deoxy-β-D-erythro-pentofuranosyl]-(S)-5-hydroxyazepan-2-one